N1CC(C1)C1=CC=C(C=C1)C=1SC=C(N1)C 2-[4-(azetidin-3-yl)phenyl]-4-methylthiazole